COC(=O)N1CCC(=CC1=O)C=1C=NC=CC1 methyl-6'-oxo-3',6'-dihydro-[3,4'-bipyridine]-1'(2'H)-carboxylate